FN([C@@H](CC1=CNC2=CC=CC=C12)C(=O)O)O fluorohydroxytryptophan